FC([C@@H]1[C@H](C1)C=1C=2N(N=C(C1)C=1C(=NC(=NC1)OC)OC)C(=NC2)C)F 4-((1S,2S)-2-(difluoromethyl)cyclopropyl)-2-(2,4-dimethoxypyrimidin-5-yl)-7-methylimidazo[1,5-b]pyridazine